1-[3-(2-aminoethyl)-2-chloropyridin-4-yl]ethanone NCCC=1C(=NC=CC1C(C)=O)Cl